5-fluorobenzoic acid ethyl ester C(C)OC(C1=CC=CC(=C1)F)=O